3-Cyclobutyl-5-[(E)-[(1,1-dioxo-1,2-benzothiazol-3-yl)-methyl-hydrazono]methyl]-1-(methoxymethyl)benzimidazol-2-on C1(CCC1)N1C(N(C2=C1C=C(C=C2)/C=N/N(C)C2=NS(C1=C2C=CC=C1)(=O)=O)COC)=O